4-(((((3s)-Adamantan-1-yl)methyl)(methyl)amino)methyl)-3-fluoro-N-hydroxybenzamide C12(CC3CC(CC(C1)C3)C2)CN(C)CC2=C(C=C(C(=O)NO)C=C2)F